4-[2-(1-piperidinyl)ethyl]piperidine potassium (morpholin-4-yl)methyltrifluoroborate N1(CCOCC1)C[B-](F)(F)F.[K+].N1(CCCCC1)CCC1CCNCC1